FC1=C2CC(N(C2=CC(=C1)F)C(C)C=1C=C(C=C2C(C=C(OC12)N1CCOCC1)=O)C(=O)N(C)C)C 8-(1-(4,6-difluoro-2-methylindolin-1-yl)ethyl)-N,N-dimethyl-2-morpholino-4-oxo-4H-chromene-6-carboxamide